N-(2-chloro-5-((1R,3R)-2,2-dichloro-3-(4-fluoro-3-(trifluoromethyl)phenyl)cyclopropane-1-carboxamido)phenyl)-2,4-difluoro-3-(2-methoxyacetamido)benzamide ClC1=C(C=C(C=C1)NC(=O)[C@@H]1C([C@H]1C1=CC(=C(C=C1)F)C(F)(F)F)(Cl)Cl)NC(C1=C(C(=C(C=C1)F)NC(COC)=O)F)=O